N-(2-((2S,6R)-2,6-dimethylpiperidin-1-yl)ethyl)-6-methyl-5-((1-methyl-6-((1-methyl-1H-pyrazol-4-yl)amino)-1H-pyrazolo[4,3-c]pyridin-3-yl)amino)nicotinamide C[C@@H]1N([C@@H](CCC1)C)CCNC(C1=CN=C(C(=C1)NC1=NN(C2=C1C=NC(=C2)NC=2C=NN(C2)C)C)C)=O